myristyl propionate (myristyl propionate) C(CCCCCCCCCCCCC)C(C(=O)O)C.C(CC)(=O)OCCCCCCCCCCCCCC